3-[4-(3-hydroxyazetidin-1-yl)-3-methyl-2-oxo-benzimidazol-1-yl]piperidine-2,6-dione OC1CN(C1)C1=CC=CC=2N(C(N(C21)C)=O)C2C(NC(CC2)=O)=O